CP(CCP(C)C)C 1,2-bis(dimethylphosphaneyl)ethane